CN1N=NC(=C1C(=O)O)C1=NC=C(C=C1)NS(=O)(=O)C 1-methyl-4-(5-(methylsulfonylamino)pyridin-2-yl)-1H-1,2,3-triazole-5-carboxylic acid